COC(=O)C1(CCCCC1)NC(CC1(C(NC2=CC=CC(=C12)Cl)=O)O)=O 1-(2-(4-Chloro-3-hydroxy-2-oxoindolin-3-yl)acetamido)cyclohexane-1-carboxylic acid methyl ester